FC(OC1=C(SC=C1)CNCCC1(CCOC2(CCCC2)C1)C1=NC=CC=C1)F ((3-difluoromethoxy-thiophen-2-yl)methyl)-[2-(9-(pyridin-2-yl)-6-oxaspiro[4.5]decan-9-yl)ethyl]amine